C(C1=CC=CC=C1)OC1=CC=C(OCCCCC(=O)NC2=C(C(=O)NC=3C=C(C(=O)O)C=CC3)C=CC=C2)C=C1 3-(2-(5-(4-(Benzyloxy)phenoxy)pentanoylamino)benzoylamino)benzoic acid